C(CCCCCCC)C1=C(C=CC=C1)NC(NC1=C(C=CC=C1)CCCCCCCC)=O di(octylphenyl)urea